1-[4-amino-7-(5-hydroxymethylpyridin-3-yl)-2-(2-methoxyethyl)-1H-imidazo[4,5-c]quinolin-1-yl]-2-methylpropan-2-ol NC1=NC=2C=C(C=CC2C2=C1N=C(N2CC(C)(O)C)CCOC)C=2C=NC=C(C2)CO